BrC1=CC=C(C=C1)[C@@H]1CCC=C2CCN([C@@H]12)S(=O)(=O)CC1=CC=CC=C1 (7S,7aS)-7-(4-bromophenyl)-1-toluenesulfonyl-2,3,5,6,7,7a-hexahydro-1H-indole